(2S,3S,4R,5S)-4-[[3-[4-Methoxy-6-(trifluoromethyl)-3-pyridyl]-4,5-dimethyl-5-(trifluoromethyl)tetrahydrofuran-2-carbonyl]amino]pyridin-2-carboxamid COC1=C(C=NC(=C1)C(F)(F)F)[C@H]1[C@H](O[C@@]([C@@H]1C)(C(F)(F)F)C)C(=O)NC1=CC(=NC=C1)C(=O)N